BrCC(CBr)OC(=O)N[C@@H](CCCCN)C(=O)O (((1,3-dibromopropan-2-yl)oxy)carbonyl)-lysine